4,6-dichloro-5-hydroxy-N-(4-((2-(trifluoromethyl)benzyl)carbamoyl)-1H-pyrazol-3-yl)picolinamide ClC1=CC(=NC(=C1O)Cl)C(=O)NC1=NNC=C1C(NCC1=C(C=CC=C1)C(F)(F)F)=O